Cl.FC1CC(C1)N (1r,3r)-3-fluorocyclobutan-1-amine hydrochloride